C1NCCN2C1=C1C=CC=CC1CC2 hexahydro-2H-pyrazino[2,1-a]isoquinoline